NC1[C@H](O)[C@@H](O)[C@@H](O)[C@H](O1)CO 1-amino-1-deoxy-D-galactopyranose